ClC=1C=C(C=C(C1)Cl)C=1N=NC2=CC=C(C=C2C1N1CCC(CC1)NC1COC1)C=1C=C(C(=O)N)C=C(C1)F 3-[3-(3,5-dichlorophenyl)-4-{4-[(oxetan-3-yl)amino]piperidin-1-yl}cinnolin-6-yl]-5-fluorobenzamide